7-azaspiro[3.5]-nonane C1CCC12CCNCC2